di-α-cumylperoxide C(C)(C)(C1=CC=CC=C1)OOC(C)(C)C1=CC=CC=C1